5-(7,8-dimethyl-[1,2,4]triazolo[1,5-a]pyridin-6-yl)-6-isopropyl-2-(4-(3-methoxyazetidin-1-yl)cyclohexyl)-4H-pyrrolo[3,2-d]thiazol CC1=C(C=2N(C=C1C1=C(C=3N=C(SC3N1)C1CCC(CC1)N1CC(C1)OC)C(C)C)N=CN2)C